C(=O)OC1=C(C=CC(=C1)C(F)(F)F)C=1N=NC(=C2C1C=NC=C2)NC[C@H]2NCCC2 2-[1-({[(2S)-pyrrolidin-2-yl]methyl}amino)pyrido[3,4-d]pyridazin-4-yl]-5-(trifluoromethyl)phenol formate